Benzyl para-hydroxybenzoat OC1=CC=C(C(=O)OCC2=CC=CC=C2)C=C1